N-((6-Chloropyridin-3-yl)methyl)-2,4-difluoroaniline ClC1=CC=C(C=N1)CNC1=C(C=C(C=C1)F)F